7H-pyrazolo[4,3-e][1,2,4]-triazolo[1,5-c]pyrimidin-5-amine N=1C=NN2C(=NC3=C(C21)C=NN3)N